COC1=CC=2C3=C(NC2C=C1)CCN(C3)C3=NNC(=C3)C 8-Methoxy-N-(5-methyl-1H-pyrazol-3-yl)-1,3,4,5-tetrahydropyrido[4,3-b]indol